FC1CC(N2N=C(N=C21)C(CC#N)=O)C2=CC=CC=C2 3-(7-fluoro-5-phenyl-6,7-dihydro-5H-pyrrolo[1,2-b][1,2,4]triazol-2-yl)-3-oxopropionitrile